5-methoxypyridin COC=1C=CC=NC1